p-(o-methylphenyl)-benzoyl chloride CC1=C(C=CC=C1)C1=CC=C(C(=O)Cl)C=C1